Br[Zn]Br di-bromozinc